C(OCCC)(OCCC)=O din-propyl carbonate